hexaphenyl-cyclotrisilazane C1(=CC=CC=C1)[Si]1(N[Si](N[Si](N1)(C1=CC=CC=C1)C1=CC=CC=C1)(C1=CC=CC=C1)C1=CC=CC=C1)C1=CC=CC=C1